N[C@@H]1CN(CC1)C(=O)C=1SC(=CC1C)C1=CC(=C(C=C1)C1CCN(CC1)C)Cl (S)-(3-aminopyrrolidin-1-yl)(5-(3-chloro-4-(1-methylpiperidin-4-yl)phenyl)-3-methylthiophen-2-yl)methanone